methyl 5-carbamoyl-2-[2-(4,4-difluoroazepan-1-yl)-3-quinolinyl]-4-oxo-1H-1,6-naphthyridine-3-carboxylate C(N)(=O)C1=C2C(C(=C(NC2=CC=N1)C=1C(=NC2=CC=CC=C2C1)N1CCC(CCC1)(F)F)C(=O)OC)=O